CN1CCC(C12COCC2)C2=CC=1C(=NC=CC1NC=1C=CC3=C(N=CS3)C1)S2 N-(2-(1-methyl-7-oxa-1-azaspiro[4.4]nonan-4-yl)thieno[2,3-b]pyridin-4-yl)benzo[d]thiazol-5-amine